O=C(C(CCC[NH2+]C(C(F)(F)F)=O)[NH2+]C(C(F)(F)F)=O)OCCCCN1CCCC1 [5-oxo-5-(4-pyrrolidin-1-ylbutoxy)-4-[(2,2,2-trifluoroacetyl)ammonio]pentyl]-(2,2,2-trifluoroacetyl)ammonium